(1-cyclobutyl-4-iodo-1H-pyrazol-3-yl)-2-methylpropan-1-one C1(CCC1)N1N=C(C(=C1)I)C(C(C)C)=O